8-(3-(2-morpholinylethoxy)phenyl)-N-(4-(piperazin-1-yl)phenyl)quinazolin-2-amine N1(CCOCC1)CCOC=1C=C(C=CC1)C=1C=CC=C2C=NC(=NC12)NC1=CC=C(C=C1)N1CCNCC1